C(C)C=1C=CC=C2C=CC=C(C12)C1CNCC=2N=C(N=C(C21)N2CCN(CCC2)C2=NC=CC=C2)OCC21CCCN1CCC2 (8-ethylnaphthalen-1-yl)-4-(4-(pyridin-2-yl)-1,4-diazepan-1-yl)-2-((tetrahydro-1H-pyrrolizin-7a(5H)-yl)methoxy)-5,6,7,8-tetrahydropyrido[3,4-d]pyrimidine